[5-(2,6-difluoro-4-methoxyphenyl)-1-methyl-3-oxo-2-phenyl-2,3-dihydro-1H-pyrazol-4-yl]-4-(difluoromethoxy)benzamide FC1=C(C(=CC(=C1)OC)F)C1=C(C(N(N1C)C1=CC=CC=C1)=O)C1=C(C(=O)N)C=CC(=C1)OC(F)F